OC(CC)S(=O)(=O)[O-].[NH+]1=CC=CC=C1 pyridinium hydroxylpropanesulfonate